triethyleneglycol methyl phenyl ether C1(=CC=CC=C1)OCCOCCOCCOC